3-[5-oxo-2-(piperazin-1-yl)-5,7-dihydro-6H-pyrrolo[3,4-b]pyridin-6-yl]piperidine-2,6-dione O=C1N(CC2=NC(=CC=C21)N2CCNCC2)C2C(NC(CC2)=O)=O